lead zinc-lead [Pb].[Zn].[Pb]